ClC1=C(C(=O)C2=CNC3=NC=CC(=C32)NC3CCC(CC3)C(=O)NS(=O)(=O)C)C=CC(=C1)OC1=CC=CC=C1 (1r,4r)-4-((3-(2-Chloro-4-phenoxybenzoyl)-1H-pyrrolo[2,3-b]pyridin-4-yl)amino)-N-(Methylsulfonyl)cyclohexane-1-carboxamide